C(CCC)N(CCCC)C=1C(=C(C(=O)C2=CC=CC=C2)C=CC1)N(CCCC)CCCC bis(dibutylamino)benzophenone